[6-tert-butyl-4-(3,5-dimethylphenyl)-2-ethyl-5-methoxy-1H-inden-1-yl](chloro)dimethylsilane C(C)(C)(C)C1=C(C(=C2C=C(C(C2=C1)[Si](C)(C)Cl)CC)C1=CC(=CC(=C1)C)C)OC